CNCCCCCCN(C)C Trimethylhexamethylendiamin